C(CCCCCCC(C)C)NCCC(=O)OC methyl β-isodecylaminopropionate